1-(3-(3,6-difluoro-9H-carbazol-9-yl)-2-hydroxypropyl)-3-phenylpiperidin-2-one FC=1C=CC=2N(C3=CC=C(C=C3C2C1)F)CC(CN1C(C(CCC1)C1=CC=CC=C1)=O)O